MethyleneBis-Benzotriazolyl-Tetramethyl-butylphenol C=C(C(C1=C(C(=C(C(=C1C)C)C)C)O)(C1=CC=CC=2NN=NC21)C2=CC=CC=1NN=NC12)CC